3-chlorophenylethynyltrimethylsilane ClC=1C=C(C=CC1)C#C[Si](C)(C)C